2-(5-Bromopyridin-2-yl)-N-((6-methoxypyridin-3-yl)methyl)-5-methyloctahydrocyclopenta[c]pyrrol-5-amine BrC=1C=CC(=NC1)N1CC2C(C1)CC(C2)(NCC=2C=NC(=CC2)OC)C